C1(CC1)C=1N(C=CN1)C1CC(C1)O (1s,3s)-3-(2-cyclopropyl-1H-imidazol-1-yl)cyclobutan-1-ol